C1(CC1)C=1C=C(C(N(C1)C)=O)NC=1N(C=2C(=NC=C(C2OC)OC2=CC(=NC=C2)NC(=O)C2CC2)N1)C N-(4-((2-((5-cyclopropyl-1-methyl-2-oxo-1,2-dihydropyridin-3-yl)amino)-7-methoxy-1-methyl-1H-imidazo[4,5-b]pyridin-6-yl)oxy)pyridin-2-yl)cyclopropanecarboxamide